N1C(=O)NC=2NC=NC2C1=O 9H-xanthine